4-(3-iodo-1-((2-(trimethylsilyl)ethoxy)methyl)-1H-pyrrolo[2,3-b]pyridin-4-yl)morpholine IC1=CN(C2=NC=CC(=C21)N2CCOCC2)COCC[Si](C)(C)C